C(C)OCCN1N=CC(=C1)NC1=NC(=NC=C1)C1=CC=C(C=C1)N1C(NCC1)=O 1-(4-(4-((1-(2-ethoxyethyl)-1H-pyrazol-4-yl)amino)pyrimidin-2-yl)phenyl)imidazolidin-2-one